N(=C=O)CCC(CCCN=C=O)N=C=O 1,3,6-triisocyanato-hexane